2-(Pyridin-4-yl)quinoline-4-carboxylic acid N1=CC=C(C=C1)C1=NC2=CC=CC=C2C(=C1)C(=O)O